1-oxaspiro[4.5]decane O1CCCC12CCCCC2